FC1=CC=C(C=C1)NC (4-fluorophenyl)(methyl)amine